6-(cyclopentyloxy)-2-((tetrahydrofuran-3-yl)methyl)-2H-pyrazolo[3,4-b]Pyridine-5-carboxylic acid methyl ester COC(=O)C1=CC=2C(N=C1OC1CCCC1)=NN(C2)CC2COCC2